COC1=CC=C(CN(C2=NC=C(C=N2)C(CN2N=C(C=C2C(=O)OCC)C(=O)OCC)=O)CC2=CC=C(C=C2)OC)C=C1 diethyl 1-(2-(2-(bis(4-methoxybenzyl)amino)pyrimidin-5-yl)-2-oxoethyl)-1H-pyrazole-3,5-dicarboxylate